(S)-3-(1-amino-2-methylpropyl)-8-chloro-2-phenylisoquinolin-1(2H)-one N[C@@H](C(C)C)C=1N(C(C2=C(C=CC=C2C1)Cl)=O)C1=CC=CC=C1